NC1CCC(CC1)NC1=NC=CC(=N1)C=1C=NC=CC1OC1=C(C=C(C=C1)NS(=O)(=O)C=1C=C2C=C(NC2=CC1)C)F N-[4-[[3-[2-[(1r,4r)-(4-aminocyclohexyl)amino]pyrimidin-4-yl]-4-pyridyl]oxy]-3-fluorophenyl]2-methyl-1H-indole-5-sulfonamide